N[C@H]1[C@@H]2N(C[C@H]1CC2)C(=O)C2=CC1=C(N(C(=N1)C1=CC=3C(=NC(=CC3)C3=CC(=C(C=C3F)O)F)N1CC1CC1)C)C(=C2)OC 4-(2-{5-[(1R,4R,7R)-7-amino-2-azabicyclo[2.2.1]heptane-2-carbonyl]-7-methoxy-1-methyl-1H-1,3-benzodiazol-2-yl}-1-(cyclopropylmethyl)-1H-pyrrolo[2,3-b]pyridin-6-yl)-2,5-difluorophenol